2-acetamido-N-((3S,4S)-1-(imidazo[1,5-a]pyridine-8-carbonyl)-4-phenylpiperidin-3-yl)acetamide C(C)(=O)NCC(=O)N[C@@H]1CN(CC[C@H]1C1=CC=CC=C1)C(=O)C=1C=2N(C=CC1)C=NC2